tert-Butyl 4-(6-methoxy-5-(pyrazolo[1,5-a]pyrimidin-3-ylcarbamoyl)-2H-indazol-2-yl)cyclohexyl(methyl)carbamate COC=1C(=CC2=CN(N=C2C1)C1CCC(CC1)N(C(OC(C)(C)C)=O)C)C(NC=1C=NN2C1N=CC=C2)=O